C1=CC(=CC=C1O)S(=O)(=O)C2=CC=C(C=C2)O The molecule is a sulfone that is diphenyl sulfone in which both of the para hydrogens have been replaced by hydroxy groups. It has a role as a metabolite and an endocrine disruptor. It is a sulfone and a bisphenol. It derives from a diphenyl sulfone.